BrC=1C=C2NC([C@H]3N(C2=CC1)C(CC3)=O)=O (S)-7-bromo-3,3a-dihydropyrrolo[1,2-a]quinoxalin-1,4(2H,5H)-dione